C(CCC)OCCOCC(=O)OCN1C(CCC2=CC=C(C=C12)CCN1CCN(CC1)C1=CC(=CC=2SC=CC21)F)=O (7-(2-(4-(6-Fluorobenzo[b]thiophen-4-yl)piperazin-1-yl)ethyl)-2-oxo-3,4-dihydroquinolin-1(2H)-yl)methyl 2-(2-butoxyethoxy)acetate